(S)-4-(((6-(4-(tert-butoxycarbonyl)-3-methylpiperazin-1-yl)pyridin-2-yl)oxy)methyl)-3-fluoroBenzoic acid C(C)(C)(C)OC(=O)N1[C@H](CN(CC1)C1=CC=CC(=N1)OCC1=C(C=C(C(=O)O)C=C1)F)C